CN1N=CC2=CC=CC=C12 1-methylindazol